7-(benzylthio)-N-methoxy-N-methyl-1H-indazole-5-carboxamide C(C1=CC=CC=C1)SC=1C=C(C=C2C=NNC12)C(=O)N(C)OC